S1(C=CC2=C1C=CC=C2)(=O)=O 1-benzothiophene dioxide